((1R)-3-((3-bromo-4-methoxypyridin-2-yl)oxy)cyclopentyl)(methyl)carbamic acid tert-butyl ester C(C)(C)(C)OC(N(C)[C@H]1CC(CC1)OC1=NC=CC(=C1Br)OC)=O